C1(CC1)C([C@@H](C(=O)NC=1C=NN(C1)[C@H](C)C=1C(=NC=CC1)OC)NC(OCC1=CC=CC=C1)=O)C1CC1 benzyl N-[(1S)-1-(dicyclopropylmethyl)-2-[[1-[(1R)-1-(2-methoxy-3-pyridyl)ethyl]pyrazol-4-yl]amino]-2-oxo-ethyl]carbamate